C(OC)(OC(C)N(C(=S)C=1C(=NC(=CC1)C(F)(F)F)COCC=1N=NN(N1)C)C1=NN=NN1C)=O methyl (1-(N-(1-methyl-1H-tetrazol-5-yl)-2-(((2-methyl-2H-tetrazol-5-yl) methoxy) methyl)-6-(trifluoromethyl) pyridine-3-thiocarboxamido) ethyl) carbonate